1-(2-Bromo-5-fluorophenyl)-5-methylpyrrolidin-2-one BrC1=C(C=C(C=C1)F)N1C(CCC1C)=O